1-(2,6-dichlorophenyl)-4-((6-(5-(trifluoromethyl)-[1,2,4]triazolo[4,3-a]pyrazin-3-yl)pyridin-3-yl)amino)-1H-pyrazole-3-carboxamide ClC1=C(C(=CC=C1)Cl)N1N=C(C(=C1)NC=1C=NC(=CC1)C1=NN=C2N1C(=CN=C2)C(F)(F)F)C(=O)N